C(C)(C)N1CCN(CC1)C1=CC=C(C=C1)NC(=O)C=1C(NC=CC1NC=1C=NC=C(C1C)NC1CCOCC1)=O N-(4-(4-Isopropylpiperazin-1-yl)phenyl)-4-((4-methyl-5-((tetrahydro-2H-pyran-4-yl)amino)pyridin-3-yl)amino)-2-oxo-1,2-dihydropyridine-3-carboxamide